CN1C(CCC2=CC(=CC=C12)C=1C=C(C=NC1)[C@@H](C)NS(=O)(=O)CC)=O |o1:17| Ethanesulfonic acid {(R or S)-1-[5-(1-methyl-2-oxo-1,2,3,4-tetrahydro-quinolin-6-yl)-pyridin-3-yl]-ethyl}-amide